3-methyl-picolinamide 2'-azido-2'-deoxycytidine-5'-triphosphate P(O)(=O)(OP(=O)(O)OP(=O)(O)O)OC[C@@H]1[C@H]([C@H]([C@@H](O1)N1C(=O)N=C(N)C=C1)N=[N+]=[N-])O.CC=1C(=NC=CC1)C(=O)N